C(C1=CC=CC=C1)OC(=O)N1C2CN(CC1CC2)C2=C(N=NC(=C2)C2=C(C=CC=C2)OCOC)N 3-(3-amino-6-(2-(methoxymethoxy)phenyl)pyridazin-4-yl)-3,8-diazabicyclo[3.2.1]octane-8-carboxylic acid benzyl ester